ClC1=C(C=C(C(=C1)OC)C)C=1N=C(SC1C)N(CC#C)[C@@H](CC1CC1)C1=CC(=C(C=C1)C)F 4-(2-chloro-4-methoxy-5-methylphenyl)-N-[(1S)-2-cyclopropyl-1-(3-fluoro-4-methylphenyl)ethyl]-5-methyl-N-prop-2-ynyl-1,3-thiazol-2-ylamine